COC1=C(CNS(=O)(=O)C=2C=C(C=CC2N2N=CC(=C2)C)C(C(=O)N)C2=C(C=CC=C2)F)C=CC(=C1)OC {3-[(2,4-dimethoxybenzyl)sulfamoyl]-4-(4-methyl-1H-pyrazol-1-yl)phenyl}-2-(2-fluorophenyl)acetamide